3-(2,2-difluoroethoxy)-azetidine hydrochloride Cl.FC(COC1CNC1)F